6-(4-((4-(1H-pyrazol-4-yl)phenyl)amino)pyrimidin-2-yl)-N-(3-hydroxycyclobutyl)-N-methyl-1H-indole-2-carboxamide N1N=CC(=C1)C1=CC=C(C=C1)NC1=NC(=NC=C1)C1=CC=C2C=C(NC2=C1)C(=O)N(C)C1CC(C1)O